OC1CCC(CC1)C=1C=C2C(=NC1)NC(N2C2CCN(CC2)C(C2=CC=C(C=C2)OC(F)(F)F)=O)=O 6-(4-hydroxycyclohexyl)-1-[1-[4-(trifluoromethoxy)benzoyl]-4-piperidyl]-3H-imidazo[4,5-b]pyridin-2-one